N[C@H](C(=O)OC)CCCCO methyl (S)-2-amino-6-hydroxyhexanoate